4-(2-methoxyphenyl)-6-methyl-N-{5-[2-(2-oxo-1,3-oxazolidin-3-yl)acetyl]-4H,5H,6H-pyrrolo[3,4-d][1,3]thiazol-2-yl}pyridine-3-carboxamide COC1=C(C=CC=C1)C1=C(C=NC(=C1)C)C(=O)NC=1SC2=C(N1)CN(C2)C(CN2C(OCC2)=O)=O